3-amino-3-(2,3-dichlorophenyl)propanenitrile HCl salt Cl.NC(CC#N)C1=C(C(=CC=C1)Cl)Cl